C(C)N(CC(=O)O)C(CN1CCN(CCN(CCN(CC1)CC(=O)O)CC(=O)O)CC(=O)O)=O N-ethyl-N-{[4,7,10-tris(carboxymethyl)-1,4,7,10-tetraazacyclododec-1-yl]acetyl}glycine